ClC1=C(C=NN(C1=O)C)N[C@@H]1C[C@@H](CN(C1)C)C1=CC=C(C(=O)N2CCC3(CC2)CCN(CC3)C=3C=C(C(=NC3)C3C(NC(CC3)=O)=O)C)C=C1 3-[5-[3-[4-[(3R,5R)-5-[(5-chloro-1-methyl-6-oxo-pyridazin-4-yl)amino]-1-methyl-3-piperidyl]benzoyl]-3,9-diazaspiro[5.5]undecan-9-yl]-3-methyl-2-pyridyl]piperidine-2,6-dione